ClCCC(=O)NC1=C2C(=NNC2=CC=C1)C(=O)NC1=CC=C(C=C1)N1CCOCC1 4-(3-Chloropropionamido)-N-(4-morpholinophenyl)-1H-indazole-3-carboxamide